(R)-1-(2-Ethynylthiazol-4-yl)-3-(2-hydroxy-1-(4-(2-oxoazepan-1-yl)phenyl)-ethyl)urea C(#C)C=1SC=C(N1)NC(=O)N[C@@H](CO)C1=CC=C(C=C1)N1C(CCCCC1)=O